N1CC(C1)C(=O)N1CCN(CC1)C=1C=C2C(=NN(C(C2=CC1)=O)C1C(NC(CC1)=O)=O)C 3-(6-(4-(azetidine-3-carbonyl)piperazin-1-yl)-4-Methyl-1-oxophthalazin-2(1H)-yl)piperidine-2,6-dione